diethyl dipropyl silicate [Si](OCC)(OCC)(OCCC)OCCC